C(C)OC=1C=CC(=NC1)C=1N(C(=NN1)C1CC(C1)NC(=O)C=1C=CC=C2C=CC=NC12)C1=C(C=CC=C1)F N-((1S,3r)-3-(5-(5-ethoxypyridin-2-yl)-4-(2-fluorophenyl)-4H-1,2,4-triazol-3-yl)cyclobutyl)quinoline-8-carboxamide